7-(4-chlorophenyl)-8-(2-chloropyridin-3-yl)-1,3-dihydropurine-2,6-dione ClC1=CC=C(C=C1)N1C(=NC=2NC(NC(C12)=O)=O)C=1C(=NC=CC1)Cl